5,7-dibromoisatin semicarbazone BrC=1C=C2C(C(NC2=C(C1)Br)=NNC(=O)N)=O